4-(4-bromo-3-fluorophenyl)butanoic acid BrC1=C(C=C(C=C1)CCCC(=O)O)F